4-((3-fluoro-4-(1-hydroxy-3-(5-hydroxy-6-oxo-1,6-dihydropyrimidin-4-yl)propan-2-yl)phenyl)ethynyl)pyrrolidine-3-carbonitrile FC=1C=C(C=CC1C(CO)CC=1N=CNC(C1O)=O)C#CC1C(CNC1)C#N